ClC=1C=C(C=CC1)C=1C=C(C(=NC1)C(=O)NC(CC(=O)OC)(C)C)O methyl 3-(5-(3-chlorophenyl)-3-hydroxypicolinamido)-3-methylbutyrate